C1(=CC=C(C=C1)C(C(O)C1=CC=C(C=C1)C)O)C 1,2-di-p-tolylethane-1,2-diol